(E)-1-[4-[(2R,3R,4R,5R,6R)-3,4-Dihydroxy-6-(hydroxymethyl)-5-[(2S,3S,4R,5R)-3,4,5-trihydroxyoxan-2-yl]oxyoxan-2-yl]oxy-2-hydroxyphenyl]-3-(3,4-dihydroxyphenyl)prop-2-en-1-one O[C@H]1[C@H](O[C@@H]([C@@H]([C@@H]1O)O[C@@H]1OC[C@H]([C@H]([C@@H]1O)O)O)CO)OC1=CC(=C(C=C1)C(\C=C\C1=CC(=C(C=C1)O)O)=O)O